14-(4-Dimethylamino-3-hydroxy-6-methyl-tetrahydro-pyran-2-yloxy)-5-ethyl-1,6,7-trihydroxy-2,6,8,9,11,13,15-heptamethyl-4,16-dioxa-9-aza-bicyclo[11.2.1]hexadecan-3-one CN(C1C(C(OC(C1)C)OC1C2(CC(CN(C(C(C(C(OC(C(C(C1C)(O2)O)C)=O)CC)(C)O)O)C)C)C)C)O)C